N-(2-((2-methoxyethyl)amino)benzo[d]thiazol-5-yl)-5,6-dihydrobenzo[f]imidazo[1,5-d][1,4]oxazepine-10-carboxamide COCCNC=1SC2=C(N1)C=C(C=C2)NC(=O)C=2C=CC1=C(C=3N(CCO1)C=NC3)C2